(2S,3S,4R,5S)-5-(2-(5-chloropyridin-3-yl)-6-((pyridin-2-ylmethyl)amino)-9H-purin-9-yl)-3,4-Dihydroxy-N-methyltetrahydrofuran-2-carboxamide ClC=1C=C(C=NC1)C1=NC(=C2N=CN(C2=N1)[C@@H]1[C@@H]([C@@H]([C@H](O1)C(=O)NC)O)O)NCC1=NC=CC=C1